CC1(CNCC2=CC=CC=C12)C=1C=NN(C1)C 4-methyl-4-(1-methylpyrazol-4-yl)-2,3-dihydro-1H-isoquinoline